ClC1=CC(=NC=C1)C1(COC1)NC(OC(C)(C)C)=O tert-butyl (3-(4-chloropyridin-2-yl)oxetan-3-yl)carbamate